CN(CCN(C1=CC=C(C=C1)NC=1N=CC2=C(N1)N(C(C=C2C#C)=O)C2CCC(CC2)NC(C)=O)C)C N-[(1s,4s)-4-{2-[(4-{[2-(Dimethylamino)ethyl](methyl)amino}phenyl)amino]-5-ethynyl-7-oxopyrido[2,3-d]pyrimidin-8-yl}cyclohexyl]acetamide